ethyl (2S,4S)-4-(5-(4-chloro-2-fluorophenyl)-2,3-dimethyl-4-oxo-3,4-dihydropyrido[4,3-d]pyrimidin-7-yl)tetrahydro-2H-pyran-2-carboxylate ClC1=CC(=C(C=C1)C1=NC(=CC=2N=C(N(C(C21)=O)C)C)[C@@H]2C[C@H](OCC2)C(=O)OCC)F